[C@H]12CN(C[C@H](CC1)N2)C=2C1=C(N=C(N2)OC([2H])([2H])C2(CC2)CN2CCCC2)C(=C(N=C1)C1=CC(=CC2=CC=C(C(=C12)F)F)O)F 4-(4-((1R,5S)-3,8-Diazabicyclo[3.2.1]octan-3-yl)-8-fluoro-2-((1-(pyrrolidin-1-ylmethyl)cyclopropyl)methoxy-d2)pyrido[4,3-d]pyrimidin-7-yl)-5,6-difluoronaphthalen-2-ol